Disodium hydrogenphosphate-citrate C(CC(O)(C(=O)O)CC(=O)[O-])(=O)[O-].P(=O)(O)(O)O.[Na+].[Na+]